COC(=O)C=1SC=C(C1C(=O)OC)NC(=O)NC1=C(C=C(C(=C1)S(=O)(=O)N1C=CC2=CC=C(C=C12)F)OC)F 4-(3-(2-fluoro-5-((6-fluoro-1H-indol-1-yl)sulfonyl)-4-methoxyphenyl)ureido)thiophene-2,3-dicarboxylic acid dimethyl ester